CC1=C(N=NC(=C1SC)C1=CC=CC=C1)C1=CC=CC=C1 4-methyl-5-(methylsulfanyl)-3,6-diphenylpyridazine